ClC1=CC=C(OC=2C=C3CCC(C3=CC2)(O)CO)C=C1 5-(4-chlorophenoxy)-1-(hydroxymethyl)-2,3-dihydro-1H-indene-1-ol